C(O)(O)=O.[Na+].C(C1=CC=CC=C1)OC=1C=NC(=NC1)CO.C([O-])([O-])=O.C(O)(O)=O.C(C1=CC=CC=C1)OC=1C=NC(=NC1)CO.[Na+] [5-(benzyloxy)pyrimidin-2-yl]methanol SODIUM SESQUICARBONATE